N1=CC=C(C=C1)N1NN=C(C=N1)C1=CC=NC=C1 3,6-bis(4-pyridinyl)-tetrazine